C(#C)C1=CC(=C(C=C1)C1=NN=C(C(N1C(C)C)=O)N[C@H]1CN(CCC1)C)O (R)-3-(4-ethynyl-2-hydroxyphenyl)-4-isopropyl-6-((1-methylpiperidin-3-yl)amino)-1,2,4-triazin-5(4H)-one